(2r,3r,4s,5s,6r)-2-[(2r,3s,4r,5r,6r)-6-dodecoxy-4,5-dihydroxy-2-(hydroxymethyl)oxazin-3-yl]Oxy-6-(hydroxymethyl)oxacyclohexan-3,4,5-triol C(CCCCCCCCCCC)OC1=C(C(=C(N(O1)CO)O[C@H]1O[C@@H]([C@H]([C@@H]([C@H]1O)O)O)CO)O)O